COCOC=1C(=CC2=C(N(C(O2)=O)C)C1)C1=CN=C(N=N1)N(C1C[C@H]2CC[C@@H](C1)N2C(=O)OC(C)(C)C)C tert-butyl (1R,3s,5S)-3-((6-(5-(methoxymethoxy)-3-methyl-2-oxo-2,3-dihydrobenzo[d]oxazol-6-yl)-1,2,4-triazin-3-yl)(methyl)amino)-8-azabicyclo[3.2.1]octane-8-carboxylate